N-[3-[7-(2-hydroxyethoxy)-2-(methylamino)pyrido[2,3-d]pyrimidin-6-yl]-4-methylphenyl]-2-(trifluoromethyl)pyridine-4-carboxamide OCCOC=1C(=CC2=C(N=C(N=C2)NC)N1)C=1C=C(C=CC1C)NC(=O)C1=CC(=NC=C1)C(F)(F)F